3-(4-((hexahydropyrrolo[3,4-c]pyrrol-2(1H)-yl)methyl)-3-(trifluoromethyl)phenyl)imidazo[1,2-a]pyridine C1N(CC2C1CNC2)CC2=C(C=C(C=C2)C2=CN=C1N2C=CC=C1)C(F)(F)F